S,S'-((((diisopropylamino)phosphanediyl) bis(oxy))bis(butane-4,1-diyl))bis(2,2-dimethylpropanethioate) C(C)(C)N(C(C)C)P(OCCCCS=C(C(C)(C)C)[O-])OCCCCS=C(C(C)(C)C)[O-]